[Br-].C[N+](C)(C)C12CC3CC(CC(C1)C3)C2 N,N,N-trimethyl-adamantylammonium bromide